(6aR,7R,10aS)-2-(2-((ethylsulfonyl)methyl)pyridin-4-yl)-4-(2-fluorophenyl)-7,10a-dimethyl-8-oxo-5,6,6a,7,8,10a-hexahydrobenzo[h]quinazoline-9-carbonitrile C(C)S(=O)(=O)CC1=NC=CC(=C1)C1=NC=2[C@]3([C@H](CCC2C(=N1)C1=C(C=CC=C1)F)[C@H](C(C(=C3)C#N)=O)C)C